NC([C@H](CC1C(NC2=CC=CC=C12)=O)NC([C@H](CC1CC1)NC(=O)C=1NC2=CC=CC(=C2C1)OC)=O)=O N-[(1S)-2-[[(1S)-2-amino-2-oxo-1-[(2-oxoindolin-3-yl)methyl]ethyl]amino]-1-(cyclopropylmethyl)-2-oxo-ethyl]-4-methoxy-1H-indole-2-carboxamide